C(CC)SC=1NC(C2=C(N1)NC(CC2C2=CC(=CC=C2)O)=O)=O 2-propylmercapto-5-(3-hydroxyphenyl)-5,6-dihydropyrido[2,3-d]pyrimidine-4,7(3H,8H)-dione